hydroxy-2,3-dihydro-1H-indene-5-carboxylic acid methyl ester COC(=O)C=1C=C2CCC(C2=CC1)O